Indium-Gallium-Sulfid [Ga]=S.[In]